(R-butyl) acetate C(C)(=O)OCCCC